C(C)(C)(C)OC(C[C@H](CCN1CCCCC1)N)=O (S)-3-amino-5-(piperidin-1-yl)pentanoic acid tert-butyl ester